BrC=1C=CC2=C(N(CO2)C)C1 5-bromo-3-methylbenzo[d]oxazole